FC1=C(CN2C(C3=C(C(=C2)C(=O)N[C@@H]2[C@H](CCCCC2)O)SC=C3)=O)C=CC(=C1)C1=NN(C=C1)C 5-(2-fluoro-4-(1-methyl-1H-pyrazol-3-yl)benzyl)-N-((1S,2S)-2-hydroxycycloheptyl)-4-oxo-4,5-dihydrothieno[3,2-c]pyridine-7-carboxamide